CC1=CC(=C(C=C1)N1CCN(CC1)CCC1OC(C2(C1)CCN(CC2)C(=O)OC(C)(C)C)=O)N2CCOCC2 tert-butyl 3-(2-(4-(4-methyl-2-morpholinophenyl) piperazin-1-yl) ethyl)-1-oxo-2-oxa-8-azaspiro[4.5]decane-8-carboxylate